1-[ethyl-(hexahydropyridine-4-ylmethyl)amino]propan-2-ol C(C)N(CC(C)O)CC1CCNCC1